O1C(CCC=C1)CO[Si](C(C)(C)C)(C1=CC=CC=C1)C1=CC=CC=C1 ((3,4-dihydro-2H-pyran-2-yl)methoxy)(diphenyl)(t-butyl)silane